CC(C=O)=C 2-methyl-1-oxo-2-propene